4-[(5-cyclopropyl-2-ethyl-pyrazol-3-yl)amino]-7-(3,5-dimethylisoxazol-4-yl)-6-methoxy-9H-pyrimido[4,5-b]indole-2-carboxylic acid C1(CC1)C=1C=C(N(N1)CC)NC1=NC(=NC=2NC3=CC(=C(C=C3C21)OC)C=2C(=NOC2C)C)C(=O)O